alpha-D-glucosylglycerol [C@H]1([C@H](O)[C@@H](O)[C@H](O)[C@H](O1)CO)C(O)C(O)CO